2-((2-ethyl-4-(piperazin-1-yl)phenyl)amino)-4-((3-(2-oxo-1,3-oxazin-3-yl)propyl)amino)pyrimidine-5-carbonitrile C(C)C1=C(C=CC(=C1)N1CCNCC1)NC1=NC=C(C(=N1)NCCCN1C(OC=CC1)=O)C#N